(5aR,5bS,7aS,8S,10aS,10bR)-5a,7a-dimethyl-2-((3-morpholinopropyl)amino)-5,5a,5b,6,7,7a,8,9,10,10a,10b,11-dodecahydro-4H-cyclopenta[7,8]phenanthro[2,1-d]thiazol-8-yl acetate C(C)(=O)O[C@H]1CC[C@@H]2[C@@]1(CC[C@@H]1[C@]3(CCC=4N=C(SC4C3=CC[C@@H]21)NCCCN2CCOCC2)C)C